N-(4-methyl-3-(5-morpholino-6-(oxetan-3-ylethyn-yl)pyridin-3-yl)-phenyl)-2-(trifluoro-methyl)isonicotinamide CC1=C(C=C(C=C1)NC(C1=CC(=NC=C1)C(F)(F)F)=O)C=1C=NC(=C(C1)N1CCOCC1)C#CC1COC1